3-(1'-(cyclopropanecarbonyl)spiro[cyclopropane-1,3'-indolin]-6'-yl)-5,5-dimethyl-1-((2-oxo-2,3-dihydro-1H-pyrrolo[2,3-b]pyridin-4-yl)methyl)imidazolidine-2,4-dione C1(CC1)C(=O)N1CC2(C3=CC=C(C=C13)N1C(N(C(C1=O)(C)C)CC1=C3C(=NC=C1)NC(C3)=O)=O)CC2